(4,6-dichloro-5-(2-fluorophenyl)-1H-benzo[d]imidazol-2-yl)methanol ClC1=C(C(=CC=2NC(=NC21)CO)Cl)C2=C(C=CC=C2)F